BrCC1(OCCO1)C1=C(C=C(C=C1)OC1=CC=C(C=C1)Cl)Cl 2-(bromomethyl)-2-[2-chloro-4-(4-chlorophenoxy)phenyl]-1,3-dioxolane